ClC1=CC(=C(C=C1C)O)I 4-chloro-2-iodo-5-methylphenol